C[C@H]1CN(CC[C@H]1C1=C(C=C2C=NN(C2=C1)C=1C=NN(C1)C)C)C1(COC1)C#N |&1:6| (R,R and S,S)-3-(3-methyl-4-(5-methyl-1-(1-methyl-1H-pyrazol-4-yl)-1H-indazol-6-yl)piperidin-1-yl)oxetane-3-carbonitrile